COC([C@H](C[C@H]1C(NCCC1)=O)NC([C@H](CC1CC1)NC(=O)C=1NC2=C(C=CC(=C2C1)OC)F)=O)=O.OCCCS(=O)(=O)OOCC=C allyloxy hydroxylpropyl-sulfonate (S)-methyl-2-((S)-3-cyclopropyl-2-(7-fluoro-4-methoxy-1H-indole-2-carboxamido)propanamido)-3-((S)-2-oxopiperidin-3-yl)propanoate